[Si](C)(C)(C(C)(C)C)O[C@H]1[C@H]([C@@H](O[C@@H]1CO)N1C2=NC=NC(=C2N=C1)NC(C1=CC=CC=C1)=O)OC N-[9-[(2R,3R,4R,5R)-4-[tert-butyl(dimethyl)silyl]oxy-5-(hydroxymethyl)-3-methoxy-tetrahydrofuran-2-yl]purin-6-yl]benzamide